(R or S)-3-(4,4-difluoro-3-(2-methylpyridin-4-yl)piperidin-1-yl)-1-(2,4-difluorophenyl)-8,9-dihydropyrido[3,4-d]pyrrolo[1,2-a]pyrimidin-5-one FC1([C@@H](CN(CC1)C1=CC2=C(N=C3N(C2=O)CCC3)C(=N1)C1=C(C=C(C=C1)F)F)C1=CC(=NC=C1)C)F |o1:2|